N-[(6-Amino-2-pyridyl)sulfonyl]-6-(6-isopropoxy-3-pyridyl)-2-[(3R)-3-methyl-1-piperidyl]pyridin-3-carboxamid NC1=CC=CC(=N1)S(=O)(=O)NC(=O)C=1C(=NC(=CC1)C=1C=NC(=CC1)OC(C)C)N1C[C@@H](CCC1)C